C(CCC(=O)C)(=O)[C@@]1([C@H]([C@@H](O[C@@H]1CO)N1C=NC=2C(NC(C3=CC=CC=C3)=O)=NC=NC12)O)O 3'-levulinyl-N-benzoyl-adenosine